tert-butyl 4-(3-fluoro-4-(4,4,5,5-tetramethyl-1,3,2-dioxaborolan-2-yl)phenyl)-2,2-dimethyloxazolidine-3-carboxylate FC=1C=C(C=CC1B1OC(C(O1)(C)C)(C)C)C1N(C(OC1)(C)C)C(=O)OC(C)(C)C